2-amino-5-((5-(3,4-difluoro-phenyl)pyridin-3-yl)oxy)benzonitrile NC1=C(C#N)C=C(C=C1)OC=1C=NC=C(C1)C1=CC(=C(C=C1)F)F